[Ti].CCC(CC(=O)OOC(C)C)=O.CCC(CC(=O)OOC(C)C)=O bis(isopropoxy) bis(methyl acetoacetate) titanium